2-hydroxy-3,4-dimethyl-2-cyclopenten-1-one OC=1C(CC(C1C)C)=O